2-(4-fluorophenyl)-3-(pyridin-4-yl)-7,8-dihydro-4H,6H-pyrazolo[5,1-c][1,4]oxazepine FC1=CC=C(C=C1)C1=NN2C(COCCC2)=C1C1=CC=NC=C1